OC(=O)C(F)(F)F.F[C@@H]1CNCC[C@H]1OC1CCN(CC1)CCN1C(C(=CC=C1)CN1C(NC(CC1)=O)=O)=O 1-((1-(2-(4-(((3R,4R)-3-fluoropiperidin-4-yl)oxy)piperidin-1-yl)ethyl)-2-oxo-1,2-dihydropyridin-3-yl)methyl)dihydropyrimidine-2,4(1H,3H)-dione TFA salt